C1(=CC=CC=C1)N1N=C(C=C1B1OC(C(O1)(C)C)(C)C)C(F)(F)F 1-phenyl-5-(4,4,5,5-tetramethyl-1,3,2-dioxaborolan-2-yl)-3-(trifluoromethyl)-1H-pyrazole